NC1C2(CCN3C(C=CC=C13)=O)CC2 Amino-3',4'-dihydrospiro[cyclopropane-1,2'-quinolizin]-6'(1'H)-one